pyrrolo[1,2-a]azocine-3-carboxylic acid C=1C=C(N2C1C=CC=CC=C2)C(=O)O